C1(=CC=CC=C1)C#CC1=C2C(C(=O)OC2=O)=CC=C1 (phenylethynyl)phthalic anhydride